C(C)C1(C(C(=CC2(CCN(C2)C2=CC=CC=C2)C1)C#N)=O)CC 9,9-diethyl-8-oxo-2-phenyl-2-azaspiro[4.5]dec-6-ene-7-carbonitrile